NC=1C=C(C=C(C1)C(F)(F)F)[C@@H](C)NC1=NC(=NC=2C3=C(C(=CC12)C1=CCN(CC1)C(=O)OC(C)(C)C)OCO3)C tert-butyl (R)-4-(6-(1-(3-amino-5-(trifluoromethyl) phenyl) ethylamino)-8-methyl-[1,3]dioxolo[4,5-H]quinazolin-4-yl)-5,6-dihydropyridine-1(2H)-carboxylate